[O-2].[Yb+3].[Ga+3].[O-2].[O-2] gallium ytterbium oxide